trifluorophosphonium bisulfate S([O-])(O)(=O)=O.F[PH+](F)F